C1(CCC1)C=1C(=NN(C1NC(=O)NCC(F)(F)F)C)C1=CC(=C(C=C1)F)F 1-(4-cyclobutyl-3-(3,4-difluorophenyl)-1-methyl-1H-pyrazol-5-yl)-3-(2,2,2-trifluoroethyl)urea